BrC=1C=CC2=C(C=3C4=C(C=C5C=CC6=CC=CC2=C6C53)C=CC=C4)C1Br dibromo-dibenzopyrene